C1=C(C=CC2=CC=CC=C12)C(C(=O)C1=CC=CC=C1)C 2-(naphthalene-2-yl)-1-phenylpropan-1-one